C(C)(=O)C=1C(=C(CC=2NC3=CC=C(C=C3C2CC2=C(C(=CC(=C2O)C)C(C)=O)O)NC(C2=CC(=C(C(=C2)OC)OC)OC)=O)C(=C(C1)C)O)O N-(2,3-bis(3-acetyl-2,6-dihydroxy-5-methylbenzyl)-1H-indol-5-yl)-3,4,5-trimethoxybenzamide